4-O-β-D-Mannopyranosyl-L-rhamnose [C@@H]1([C@@H](O)[C@@H](O)[C@H](O)[C@H](O1)CO)O[C@H]([C@H]([C@H](C=O)O)O)[C@@H](O)C